2-amino-6-borono-2-(3-(4-methoxyphenoxy)propyl)hexanoic acid NC(C(=O)O)(CCCCB(O)O)CCCOC1=CC=C(C=C1)OC